Cl.N[C@H]1[C@H](C2=C(N(C1=O)CC)N(N=C2C)C2=CC=CC=C2)C2=CC=C(C=C2)F (4S,5S)-5-amino-7-ethyl-4-(4-fluorophenyl)-3-methyl-1-phenyl-1,4,5,7-tetrahydro-6H-pyrazolo[3,4-b]pyridine-6-one hydrochloride